N,N-dimethylethane-1-amine CN(CC)C